5-[(E)-[(1,1-Dioxo-1,2-benzothiazol-3-yl)-ethyl-hydrazono]methyl]-3,3-dimethyl-isoindolin-1-on O=S1(N=C(C2=C1C=CC=C2)N(\N=C\C=2C=C1C(NC(C1=CC2)=O)(C)C)CC)=O